1-(4-(2-(6-vinylimidazo[1,2-a]pyrazin-3-yl)pyrimidin-4-yl)piperazin-1-yl)ethan-1-one C(=C)C=1N=CC=2N(C1)C(=CN2)C2=NC=CC(=N2)N2CCN(CC2)C(C)=O